C(CCCC)C1=C(C(=CC(=C1)CCCCC)CCCCC)C1=C(C(=C2C=CC=CC2=C1)C=1C(=C(C=C2C=CC=CC12)C1=C(C=C(C=C1CCCCC)CCCCC)CCCCC)O)O (S)-3,3'-bis(2,4,6-tripentylphenyl)-[1,1'-binaphthalene]-2,2'-diol